Bis(2-pentylheptyl)11-(2-(diethylamino)ethyl)-7,15-dioxo-6,16-dipropyl-8,14-dioxa-6,11,16-triazahenicosanedioate C(CCCC)C(COC(CCCCN(C(OCCN(CCOC(N(CCCCC(=O)OCC(CCCCC)CCCCC)CCC)=O)CCN(CC)CC)=O)CCC)=O)CCCCC